CC1=C(C=CC(=C1)C)SC=1C=NC=CC1C(=N)NO 3-[(2,4-Dimethylphenyl)sulfanyl]-N-hydroxypyridine-4-carboxamidine